alpha-methyl-1,3-benzodioxol-5-propanal CC(C=O)CC1=CC2=C(OCO2)C=C1